(S)-5-(3-((1-(1H-tetrazol-1-yl)propan-2-yl)oxy)-4-chlorophenyl)-N-(3-(perfluoroethyl)-1-(2-(tetrahydro-2H-pyran-4-yl)-2-azaspiro[3.3]heptan-6-yl)-1H-pyrazol-4-yl)pyrimidin-2-amine N1(N=NN=C1)C[C@H](C)OC=1C=C(C=CC1Cl)C=1C=NC(=NC1)NC=1C(=NN(C1)C1CC2(CN(C2)C2CCOCC2)C1)C(C(F)(F)F)(F)F